Chlorophosphate P(=O)([O-])([O-])Cl